4-chloro-1-naphthon ClC1=CCC(C2=CC=CC=C12)=O